CN1C(=NN=C1)C(=O)N[C@@H]1CCC2=CC(=CC=C12)C1=NOC(=N1)C (R)-4-methyl-N-(5-(5-methyl-1,2,4-oxadiazol-3-yl)-2,3-dihydro-1H-inden-1-yl)-4H-1,2,4-triazole-3-carboxamide